terephthalic acid bishydroxyethyl ester OCCOC(C1=CC=C(C(=O)OCCO)C=C1)=O